C(C)(=O)O.C(C)(=O)O.C(C)(=O)O.N[C@@H](CCC(=O)O)C(=O)O L-glutamic acid triacetate